ClC=1C(=NC(=NC1)C(=O)O)C1=CC=CC=2N(C=NC21)COCC[Si](C)(C)C 5-Chloro-4-(1-((2-(trimethylsilyl)ethoxy)methyl)-1H-benzo[d]imidazol-4-yl)-pyrimidine-2-carboxylic acid